2-Amino-7-fluoro-4-(5-fluoro-3-((S)-3-(methyl((R)-1-methylpyrrolidin-3-yl)amino)pyrrolidin-1-yl)-7,9-dihydrofuro[3,4-f]quinazolin-6-yl)thieno[3,2-c]pyridine-3-carbonitrile NC1=C(C=2C(=NC=C(C2S1)F)C=1C2=C(C=3C=NC(=NC3C1F)N1C[C@H](CC1)N([C@H]1CN(CC1)C)C)COC2)C#N